6-[(2,6-difluoro-4-pyridinyl)amino]-N-(2,2-dimethylpropyl)-[1,3]dioxolo[4,5-c]pyridine-4-carboxamide FC1=NC(=CC(=C1)NC1=CC2=C(C(=N1)C(=O)NCC(C)(C)C)OCO2)F